3-(5-chloro-2-(difluoromethoxy)-3-methylphenyl)-5-(2,6-difluorophenyl)-4-methyl-4H-1,2,4-triazole ClC=1C=C(C(=C(C1)C1=NN=C(N1C)C1=C(C=CC=C1F)F)OC(F)F)C